2-(3,5-dibromophenyl)-4-phenyl-6-(3-pyridyl)-1,3,5-triazine BrC=1C=C(C=C(C1)Br)C1=NC(=NC(=N1)C1=CC=CC=C1)C=1C=NC=CC1